(1R,4S)-4-amino-3,3-difluorocyclopentane hydrochloride Cl.N[C@@H]1C(CCC1)(F)F